C(=O)O.C(C)(C)C=1N=C(C2=C(N1)C=NN2)NCC2=CC=C(C=C2)P(O)(O)=O 4-[([5-isopropyl-1H-pyrazolo[4,3-d]pyrimidin-7-yl]amino)methyl]phenyl-phosphonic acid formic acid salt